(S)-2-(4-(6-((1-(cyanomethyl)-1H-pyrazol-5-yl)methoxy)pyridin-2-yl)-2,5-difluorobenzyl)-1-(oxetan-2-ylmethyl)-1H-benzo[d]imidazole-6-carboxylic acid C(#N)CN1N=CC=C1COC1=CC=CC(=N1)C1=CC(=C(CC2=NC3=C(N2C[C@H]2OCC2)C=C(C=C3)C(=O)O)C=C1F)F